N-((5-(trifluoromethyl)pyridin-2-yl)methyl)-5,6,7,8-tetrahydroquinolin-8-amine FC(C=1C=CC(=NC1)CNC1CCCC=2C=CC=NC12)(F)F